OCCS(=O)(=O)NC1=CC(=C(C(=O)NC=2C=C3C4CCCCC4N(C3=CC2)S(=O)(=O)C)C=C1)N1CCC2(CC2)CC1 4-((2-hydroxyethyl)sulfonamido)-N-(9-(methylsulfonyl)-2,3,4,4a,9,9a-hexahydro-1H-carbazol-6-yl)-2-(6-azaspiro[2.5]octan-6-yl)benzamide